ClC1=C(/C=C/C2=NC=CC(=C2C#N)C=2C(=C(C=CC2)NC(C2=NC=C(C=C2)CO)=O)C)C=C(C(=C1)CO)C (E)-N-(3-(2-(2-chloro-4-(hydroxymethyl)-5-methylstyryl)-3-cyanopyridin-4-yl)-2-methylphenyl)-5-(hydroxymethyl)picolinamide